3-hydroxy-2-(p-methoxyphenyl)-4H-chromen-4-one OC1=C(OC2=CC=CC=C2C1=O)C1=CC=C(C=C1)OC